(R)-3,3'-bis(9-anthryl)-1,1'-binaphthol phosphonate P(O)(O)=O.C1=CC=CC2=CC3=CC=CC=C3C(=C12)C1=C(C(=C2C=CC=CC2=C1)C1=CC(=CC2=CC=CC=C12)C=1C2=CC=CC=C2C=C2C=CC=CC12)O